C(C)(=O)OCC=1SC(=NN1)C=1N=NC(=CC1)N1CCC(CC1)(C#N)OC1=C(C=CC(=C1)F)Cl (5-(6-(4-(2-chloro-5-fluorophenoxy)-4-cyanopiperidin-1-yl)pyridazin-3-yl)-1,3,4-thiadiazol-2-yl)methyl acetate